6-Chloro-3-[[(1R)-1-(3-iodo-6-methyl-4-oxo-2-phenyl-chromen-8-yl)ethyl]amino]pyridine-2-carboxylic acid ClC1=CC=C(C(=N1)C(=O)O)N[C@H](C)C=1C=C(C=C2C(C(=C(OC12)C1=CC=CC=C1)I)=O)C